(S)-N-(7-(3-hydroxy-3-methylbut-1-yn-1-yl)-5-methyl-4-oxo-2,3,4,5-Tetrahydrobenzo[b][1,4]oxazepine-3-yl)-3-(pyridin-2-yl)imidazo[2,1-b]thiazole-6-carboxamide OC(C#CC1=CC2=C(OC[C@@H](C(N2C)=O)NC(=O)C=2N=C3SC=C(N3C2)C2=NC=CC=C2)C=C1)(C)C